3-chloro-7-ethenyl-8-fluoro-4-methyl-1H-quinolin-2-one ClC=1C(NC2=C(C(=CC=C2C1C)C=C)F)=O